(4-nitrophenyl)(piperidin-1-yl)methanone [N+](=O)([O-])C1=CC=C(C=C1)C(=O)N1CCCCC1